methyl 5-bromoimidazo[1,2-a]pyridine-2-carboxylate BrC1=CC=CC=2N1C=C(N2)C(=O)OC